2-{2-(acetyloxy)-1-[4-chloro-3-(trifluoromethoxy)phenyl]ethylidene}hydrazinecarboxylate C(C)(=O)OCC(C1=CC(=C(C=C1)Cl)OC(F)(F)F)=NNC(=O)[O-]